(N-[2-(tert-butyl-carbamyl)-4-chloro-6-methyl-phenyl])-2-(3-chloro-2-pyridyl)-5-(fluoromethyl)pyrazole-3-carboxamide C(C)(C)(C)NC(=O)C1=C(C(=CC(=C1)Cl)C)NC(=O)C=1N(N=C(C1)CF)C1=NC=CC=C1Cl